CNC(OC(C)CCCCCCCC)=O Dec-2-yl N-methylcarbamate